1,2,5-trimethylpyrazinium iodide [I-].C[N+]1=C(C=NC(=C1)C)C